4-(2-(3-phenyl-1H-pyrazol-1-yl)-7-(tetrahydro-2H-pyran-2-yl)pyrido[3,2-d]pyrimidin-4-yl)morpholine C1(=CC=CC=C1)C1=NN(C=C1)C=1N=C(C2=C(N1)C=C(C=N2)C2OCCCC2)N2CCOCC2